5-bromo-6-(methoxymethoxy)-1-methyl-1H-indazole BrC=1C=C2C=NN(C2=CC1OCOC)C